BrC=1C=C2N=CC(NC2=CC1)=O 6-bromoquinoxalin-2(1H)-one